Sodium strontium [Sr].[Na]